3-(benzyloxy)-5-ethenylcyclopentane-1,2-diol C(C1=CC=CC=C1)OC1C(C(C(C1)C=C)O)O